N1C(=NC2=C1C=CC=C2)NC(=O)NC2=CC(=CC=C2)I 1-(1H-benzo[d]imidazol-2-yl)-3-(3-iodophenyl)urea